C(C1=CC=C(C(=O)OCCO)C=C1)(=O)OCCO bis(2-Hydroxy ethyl) terephthalate